O(C(=S)[S-])C(C)C.[Zn+2].C(C)(C)OC(=S)[S-] zinc Isopropyl Xanthate